(S)-2-((7-bromo-5-chloro-2,3-dihydrobenzofuran-4-yl)methyl)-1-(oxetan-2-ylmethyl)-1H-benzo[d]imidazole-6-carboxylic acid methyl ester COC(=O)C=1C=CC2=C(N(C(=N2)CC2=C(C=C(C3=C2CCO3)Br)Cl)C[C@H]3OCC3)C1